(S)-5-((((3'-chloro-2'-(2-chloro-3-((3-fluoro-4-(((2-hydroxy-2-methylpropyl)amino)methyl)pyridin-2-yl)amino)phenyl)-6-methoxy-[2,4'-bipyridin]-5-yl)methyl)amino)methyl)pyrrolidin-2-one ClC=1C(=NC=CC1C1=NC(=C(C=C1)CNC[C@@H]1CCC(N1)=O)OC)C1=C(C(=CC=C1)NC1=NC=CC(=C1F)CNCC(C)(C)O)Cl